3-(2-aminopyrimidin-5-yl)-1-morpholinopyrrolo[1,2-a]pyrazine-7-carboxylic acid NC1=NC=C(C=N1)C=1N=C(C=2N(C1)C=C(C2)C(=O)O)N2CCOCC2